O1CCN(CC1)CCOC1=NC(=CC(=N1)N1CCN(CC1)C(=O)OCC1=CC=CC=C1)C(NC1=CC=CC2=CC=CC=C12)=O Benzyl 4-[2-(2-morpholinoethoxy)-6-(1-naphthylcarbamoyl)pyrimidin-4-yl]piperazine-1-carboxylate